4-amino-N,N-diethylbenzenesulfonamide CCN(CC)S(=O)(=O)C1=CC=C(C=C1)N